(S)-2-((4-((2-hydroxy-1-phenylethyl)amino)-5-(3-(quinuclidin-4-yl)-1,2,4-oxadiazol-5-yl)pyridin-2-yl)amino)-8,8-dimethyl-7,8-dihydro-5H-pyrano[4,3-b]pyridin-5-one OC[C@H](C1=CC=CC=C1)NC1=CC(=NC=C1C1=NC(=NO1)C12CCN(CC1)CC2)NC2=CC=C1C(=N2)C(COC1=O)(C)C